O(C1=CC=CC=C1)C1=CC=C(C=C1)C1=CN(C=2C(=C1C(=O)N)N=CC2)[C@@H]2CN(CCC2)C(C=C)=O (S)-6-(4-phenoxyphenyl)-4-(1-acryloylpiperidin-3-yl)-pyrrolo-pyridine-7-carboxamide